1-(t-butoxycarbonyl)pyrrolidine-2,4-dicarboxylic acid C(C)(C)(C)OC(=O)N1C(CC(C1)C(=O)O)C(=O)O